C1(=CC=CC=C1)C=1OC=2C(=CC1)C=CC1=NC=NC12 8-phenylchromeno[7,8-d]imidazol